2-((tert-butoxycarbonyl)amino)hexanoic acid cyclohexyl ester C1(CCCCC1)OC(C(CCCC)NC(=O)OC(C)(C)C)=O